C(C=C)C1=C(O[Si](C)(C)C)C=CC(=C1)C(C)(C)C1=CC(=C(C=C1)O[Si](C)(C)C)CC=C [2-allyl-4-[1-(3-allyl-4-trimethylsilyloxy-phenyl)-1-methyl-ethyl]phenoxy]-trimethyl-silane